FC(C(=O)[O-])(F)F.NC(=O)C1=CC=CC2=CN(N=C12)C1C[NH2+]CCC1 3-[7-(aminocarbonyl)-2H-indazol-2-yl]piperidinium trifluoroacetate